ClC1=CC2=C(N(C(N=C2N2[C@H](CN(CC2)C(=O)OC(C)(C)C)C)=O)C=2C(=NC=CC2C)C(C)C)N=C1Cl (S)-tert-butyl 4-(6,7-dichloro-1-(2-isopropyl-4-methylpyridin-3-yl)-2-oxo-1,2-dihydropyrido[2,3-d]pyrimidin-4-yl)-3-methylpiperazine-1-carboxylate